di-tert-butyl (2R,4S)-4-hydroxypyrrolidine-1,2-dicarboxylate O[C@H]1C[C@@H](N(C1)C(=O)OC(C)(C)C)C(=O)OC(C)(C)C